2,6-dimethyl-3-nitrophenylhydrazine CC1=C(C(=CC=C1[N+](=O)[O-])C)NN